2-propenoic acid, butyl ester C(C=C)(=O)OCCCC